C(C)(=O)N1[C@@H](CN(CC1)C(\C=C/Cl)=O)C=1C=C(C=C(C1)Cl)C1=CC(=NC=C1)C(=O)NC (R,Z)-4-(3-(1-acetyl-4-(3-chloroacryloyl)piperazin-2-yl)-5-chlorophenyl)-N-methylpicolinamide